N-(2,5-difluorobenzyl)-4-(5-methyl-2-((1-methyl-1H-pyrazol-5-yl)amino)pyrimidin-4-yl)oxazole-2-carboxamide FC1=C(CNC(=O)C=2OC=C(N2)C2=NC(=NC=C2C)NC2=CC=NN2C)C=C(C=C1)F